N1[C@@H](CC1)C(=O)OCCC propyl (S)-azetidine-2-carboxylate